3-(2-hydroxypropan-2-yl)-1H-pyridine OC(C)(C)C=1CNC=CC1